rac-2-(trans-2-hydroxycyclohexyl)-4,5-dimethyl-6-(4-(1-methyl-1H-pyrazol-4-yl)benzyl)isoindolin-1-one O[C@H]1[C@@H](CCCC1)N1C(C2=CC(=C(C(=C2C1)C)C)CC1=CC=C(C=C1)C=1C=NN(C1)C)=O |r|